6,6'-(2,2-dimethylpropan-1,1-diyl)bis(2,4-bis(2-phenylpropan-2-yl)phenol) CC(C(C1=CC(=CC(=C1O)C(C)(C)C1=CC=CC=C1)C(C)(C)C1=CC=CC=C1)C1=CC(=CC(=C1O)C(C)(C)C1=CC=CC=C1)C(C)(C)C1=CC=CC=C1)(C)C